FC=1C=C(C=CC1F)C=1C=C(C=NC1)OC1=CC(=C(C=C1)N1N=C2CN(CCC2=C1)S(=O)(=O)C)S(=O)(=O)C 2-(4-((5-(3,4-difluorophenyl)pyridin-3-yl)oxy)-2-(methyl-sulfonyl)phenyl)-6-(methylsulfonyl)-4,5,6,7-tetrahydro-2H-pyrazolo[3,4-c]pyridine